OC=1C=C(C=CC1O)C1C(C2(N(C1)C)C(NC1=CC=CC=C12)=O)C(C1=CC(=CC=C1)C(F)(F)F)=O 4'-(3,4-dihydroxyphenyl)-1'-methyl-3'-(3-(trifluoromethyl)benzoyl)spiro[indoline-3,2'-pyrrolidin]-2-one